C(C)(C)(C)C1=CC=C(C=C1)N(C(CCl)=O)C(C(=O)NC1CCCCC1)C1=CN=NC=C1 N-(4-(tert-butyl)phenyl)-2-chloro-N-(2-(cyclohexylamino)-2-oxo-1-(pyridazin-4-yl)ethyl)acetamide